NC1=C(C=C2N=CC=NC2=C1C1=C2C(=NNC2=CC=C1)C)C(=O)N 7-Amino-8-(3-methyl-1H-indazol-4-yl)quinoxaline-6-carboxamide